NC=1C=C(C=CC1)C#C m-aminophenylacetylene